FC1=CC(=C(C=N1)C=1C=NC=2CCN(CC2C1)C1=NC(=NC2=CC=C(C=C12)C)CC(C(=O)O)O)C.CN1C(N(C=C1)CC1=CC(=CC=C1)C)C 1,2-dimethyl-3-(3-methylbenzyl)imidazole 4-(3-(6-fluoro-4-methylpyridin-3-yl)-7,8-dihydro-1,6-naphthyridin-6(5H)-yl)-6-methylquinazolinelactate